N1C=CC2=C(C=CC=C12)CNC(=O)C=1C=NN2C1C=C(C=C2)NC(OC(C)(C)C)=O tert-butyl N-{3-[(1H-indol-4-ylmethyl)carbamoyl]pyrazolo[1,5-a]pyridin-5-yl}carbamate